FC1=C(C(=C(C=C1OC)OC)F)N1C(N(C2=C(C1)C=NC(=C2)C=2C=CC(=NC2)C2(CCC2)C#N)CC=2OC(=NN2)C)=O 1-(5-{3-(2,6-difluoro-3,5-dimethoxyphenyl)-1-[(5-methyl-1,3,4-oxadiazol-2-yl)methyl]-2-oxo-1,2,3,4-tetrahydropyrido[4,3-d]pyrimidin-7-yl}pyridin-2-yl)cyclobutanecarbonitrile